2-(2,3-dihydrobenzofuran-6-yl)ethanol O1CCC2=C1C=C(C=C2)CCO